C1(=CC=CC=C1)S(=O)(=O)N1N=CC2=CC3=C(C=C12)C(=C(N3C3=CC=C(C=C3)F)C(COC)(C)C)C3CN(C3)C(=O)OC(C)(C)C tert-butyl 3-[1-(benzenesulfonyl)-5-(4-fluorophenyl)-6-(2-methoxy-1,1-dimethyl-ethyl)pyrrolo[2,3-f]indazol-7-yl]azetidine-1-carboxylate